NC1=C(C=CC(=C1)CCC1=CC=C(C=C1)C(F)(F)F)NC([C@H]([C@H](CCCC)F)F)=O (2R,3S)-N-(2-Amino-4-(4-(trifluoromethyl)phenethyl)phenyl)-2,3-difluoroheptanamid